4-(2-chloroethyl)benzoic acid ClCCC1=CC=C(C(=O)O)C=C1